C(C)C(COC(CCSC1=C(C(=NC=C1)NCC1=CC=C(C=C1)OC)Cl)=O)CCCC 3-((3-chloro-2-((4-methoxybenzyl)amino)pyridin-4-yl)thio)propanoic acid 2-ethylhexyl ester